ClC1=CC=C(C(=N1)C1=NOC(N1)=O)N[C@H](C)C=1C=C(C=C2C(C(=C(OC12)C=1C=NN(C1)C1CN(C1)C(C(C)(C)O)=O)C)=O)C 3-[6-Chloro-3-[[(1R)-1-[2-[1-[1-(2-hydroxy-2-methyl-propanoyl)azetidin-3-yl]pyrazol-4-yl]-3,6-dimethyl-4-oxo-chromen-8-yl]ethyl]amino]-2-pyridyl]-4H-1,2,4-oxadiazol-5-one